2-[(6-chloro-5-methylpyridazin-3-yl)(methyl)amino]-1,3-thiazole-4-carboxylic acid ethyl ester C(C)OC(=O)C=1N=C(SC1)N(C)C=1N=NC(=C(C1)C)Cl